3-AMINO-5-NITROBENZALDEHYDE NC=1C=C(C=O)C=C(C1)[N+](=O)[O-]